CC(CC)CCCCCCCCCCCC(CCCC(CCCCCCCCCCCCCCCCCC)C)C 3,15,19-trimethylheptatriacontane